N-((1R,4R)-4-((4-((5-cyclopropyl-1H-pyrazol-3-yl)amino)pyrimidin-2-yl)(methyl)amino)cyclohexyl)-2-(2-(trifluoromethyl)pyridin-4-yl)acetamide C1(CC1)C1=CC(=NN1)NC1=NC(=NC=C1)N(C1CCC(CC1)NC(CC1=CC(=NC=C1)C(F)(F)F)=O)C